5-(5-bromo-2-chlorobenzyl)-2,3-dihydrobenzofuran BrC=1C=CC(=C(CC=2C=CC3=C(CCO3)C2)C1)Cl